(R)-1-(8-fluoro-7-(7-fluoro-3-(methoxy-methoxy)-8-((triisopropylsilyl)ethynyl)naphthalene-1-yl)-5-methoxy-2-(methylthio)pyrido[4,3-d]pyrimidin-4-yl)-3-methylpiperidin-3-ol FC1=C(N=C(C2=C1N=C(N=C2N2C[C@@](CCC2)(O)C)SC)OC)C2=CC(=CC1=CC=C(C(=C21)C#C[Si](C(C)C)(C(C)C)C(C)C)F)OCOC